COC1=C(C(=O)O)C=CC(=C1)SC 2-methoxy-4-(methylthio)-benzoic acid